ClC=1C=C2C(=CC(=NC2=CC1)C(F)(F)F)N[C@@H]1C[C@@H](CCC1)NC(=O)C=1C(=NN(C1)CC(C)(C)O)C N-((1R,3S)-3-((6-chloro-2-(trifluoromethyl)quinolin-4-yl)amino)cyclohexyl)-1-(2-hydroxy-2-methylpropyl)-3-methyl-1H-pyrazole-4-carboxamide